(S)-tert-butyl 4-((3-chloro-2,4-difluorophenyl)(methyl)carbamoyl)-3-(7-(methylthio)thiazolo[5,4-b]pyridin-5-yl)-2-oxoimidazolidine-1-carboxylate ClC=1C(=C(C=CC1F)N(C(=O)[C@H]1N(C(N(C1)C(=O)OC(C)(C)C)=O)C1=CC(=C2C(=N1)SC=N2)SC)C)F